sodium tertiary butoxide CC(C)(C)[O-].[Na+]